N1=C(NC2=C1C=CC=C2)C=2N=CC1=CC=CC=C1C2 3-(benzimidazol-2-yl)isoquinoline